N-cyclopropyl-2-fluoro-5-(6-((2-(hydroxymethyl)propan-2-yl-1,1,1,3,3,3-d6)amino)-5-(1-methyl-1H-pyrazol-4-yl)pyridin-3-yl)-4-methylbenzamide C1(CC1)NC(C1=C(C=C(C(=C1)C=1C=NC(=C(C1)C=1C=NN(C1)C)NC(C([2H])([2H])[2H])(C([2H])([2H])[2H])CO)C)F)=O